OC1=C(C=C(C=C1)CNC(CCCCC#CC1=CC(=CC(=C1)OCC)OCC)=O)OC N-[(4-Hydroxy-3-methoxyphenyl)methyl]-7-(3,5-diethoxyphenyl)-6-heptynamide